FC=1C=C(C#N)C=CC1[C@@H](C)OC1=CC=C2CCNCC2=C1 (R)-3-fluoro-4-(1-((1,2,3,4-tetrahydroisoquinolin-7-yl)oxy)ethyl)benzonitrile